tert-butyl (2R,3S,4S)-3,4-dihydroxy-2-[(4-nitrophenyl)methyl]pyrrolidine-1-carboxylate O[C@H]1[C@H](N(C[C@@H]1O)C(=O)OC(C)(C)C)CC1=CC=C(C=C1)[N+](=O)[O-]